methyl 2-(3H-imidazo[4,5-c]pyridin-2-yl)benzoate N1=C(NC=2C=NC=CC21)C2=C(C(=O)OC)C=CC=C2